1,3,8-trimethyl-5-[(4-methylpyridin-2-yl)amino]pyrido[2,3-d]pyrimidine-2,4,7(1H,3H,8H)-trione CN1C(N(C(C2=C1N(C(C=C2NC2=NC=CC(=C2)C)=O)C)=O)C)=O